C(C)(C)NCCC#N 3-(isopropylamino)propanenitrile